4-(4-((1R,5S)-3,8-diazabicyclo[3.2.1]octan-3-yl)-8-fluoro-2-((2-fluoro-6-methylene-tetrahydro-1H-pyrrolizin-7a(5H)-yl)methoxy)pyrido[4,3-d]pyrimidin-7-yl)-5-ethynyl-naphthalen-2-ol [C@H]12CN(C[C@H](CC1)N2)C=2C1=C(N=C(N2)OCC23CC(CN3CC(C2)F)=C)C(=C(N=C1)C1=CC(=CC2=CC=CC(=C12)C#C)O)F